methyl-1-((1-(cyclopropylmethyl)-1H-imidazol-5-yl)methyl)-1H-benzo[d]imidazole-6-carboxylic acid methyl ester COC(=O)C=1C=CC2=C(N(C(=N2)C)CC2=CN=CN2CC2CC2)C1